FC(OC=1C=C(C=C(C1)F)C1=CC(=C(C=C1)C=1C=NN(C1)CC)NS(=O)(=O)C1=CC(=CC=C1)C(F)(F)F)F N-(3'-(difluoromethoxy)-4-(1-ethyl-1H-pyrazol-4-yl)-5'-fluorobiphenyl-3-yl)-3-(trifluoromethyl)benzenesulfonamide